N1CC(CCC1)C(C)O 1-(piperidin-3-yl)ethan-1-ol